FC=1C=C(C=CC1F)[C@H](C)NC(C1=C(N=CC=C1)NCC=1SC(=CC1)C1=CC=2C=3N(C=NC2C=C1)C(=CN3)C)=O (S)-N-(1-(3,4-difluorophenyl)ethyl)-2-((5-(3-methylimidazo[1,2-c]quinazolin-9-yl)thiophen-2-ylmethyl)amino)nicotinamide